ClC=1C=C(C(=O)NC2=C(C=CC=C2)C=2OC3=C(C2)C=CC(=C3)CN3CCN(CC3)C(=O)OC(C)(C)C)C=CC1Cl tert-Butyl 4-((2-(2-(3,4-dichlorobenzamido)phenyl)benzofuran-6-yl)methyl)piperazine-1-carboxylate